tert-butyl (1R,3s,5S)-3-[(4-nitrobenzoyl)oxy]-8-azabicyclo[3.2.1]octane-8-carboxylate [N+](=O)([O-])C1=CC=C(C(=O)OC2C[C@H]3CC[C@@H](C2)N3C(=O)OC(C)(C)C)C=C1